C(C1=CC=CC=C1)OC(=O)N1NC2(CC1)CCCCC2 Diazaspiro[4.5]decane-2-carboxylic acid benzyl ester